(R)-N-(1-(4-fluorophenyl)ethyl)-5'-(trifluoromethyl)-[3,3'-bipyridin]-6-amine FC1=CC=C(C=C1)[C@@H](C)NC1=CC=C(C=N1)C=1C=NC=C(C1)C(F)(F)F